5-chloro-2-(1H-tetrazol-1-yl)benzyl (6-(((6-cyclopropylimidazo[1,2-a]pyridin-2-yl)methyl)amino)pyrimidin-4-yl)carbamate C1(CC1)C=1C=CC=2N(C1)C=C(N2)CNC2=CC(=NC=N2)NC(OCC2=C(C=CC(=C2)Cl)N2N=NN=C2)=O